CN(C1=CC(=C(C=C1)OC)NC([C@@H](NS(=O)(=O)C1=CC=C(C)C=C1)CC(C)C)=O)C1=CC(OC2=CC=CC=C12)=O 4-(N-methyl-N-(3-(N-p-toluenesulfonyl-L-leucinylamino)-4-methoxyphenyl)-amino)coumarin